2-[[(1S)-1-[2-(6,6-difluoro-3-azabicyclo[3.1.0]hexan-3-yl)-3,6-dimethyl-4-oxo-quinazolin-8-yl]ethyl]amino]benzoic acid FC1(C2CN(CC12)C1=NC2=C(C=C(C=C2C(N1C)=O)C)[C@H](C)NC1=C(C(=O)O)C=CC=C1)F